4-methyl-1-[(5-oxopyrrolidin-2-yl)methyl]-5-[[2-[6-(2,2,2-trifluoroethyl)quinazolin-4-yl]-2,7-diazaspiro[3.5]nonan-7-yl]methyl]indole-2-carbonitrile CC1=C2C=C(N(C2=CC=C1CN1CCC2(CN(C2)C2=NC=NC3=CC=C(C=C23)CC(F)(F)F)CC1)CC1NC(CC1)=O)C#N